bis(3-methyl-5-isocyanatophenyl)disulfide CC=1C=C(C=C(C1)N=C=O)SSC1=CC(=CC(=C1)N=C=O)C